COCCOC(COC1=NC=CC=C1OC1=C(C=C(C(=C1)N1C(N(C(=CC1=O)C(F)(F)F)C)=O)F)C#N)=O 2-methoxyethyl[(3-{2-cyano-4-fluoro-5-[3-methyl-2,6-dioxo-4-(trifluoromethyl)-3,6-dihydropyrimidin-1(2H)-yl]phenoxy}pyridin-2-yl)oxy]acetate